6,8-dichlorocoumarinformyl chloride ClC=1C=C2C=C(C(OC2=C(C1)Cl)=O)C(=O)Cl